6-[[5-Chloro-3-(2,2-difluoroethoxy)-2-pyridyl]oxy]-1-methyl-N-(4-methyl-1,1-dioxo-thian-4-yl)imidazo[4,5-b]pyridine-2-carboxamide ClC=1C=C(C(=NC1)OC=1C=C2C(=NC1)N=C(N2C)C(=O)NC2(CCS(CC2)(=O)=O)C)OCC(F)F